eicosane-1,13-diol C(CCCCCCCCCCCC(CCCCCCC)O)O